CC1=NN=C(S1)N[C@@H](CC1=CC=C(C=C1)[N+](=O)[O-])C=1N=C(SC1)C1=CC=CC=C1 (S)-5-methyl-N-[2-(4-nitrophenyl)-1-(2-phenylthiazol-4-yl)ethyl]1,3,4-thiadiazole-2-amine